Cl.C(C)C1=NN2C(N(C3=C(C2=O)CN(C3=O)C[C@@H]3NCCC3)CC(=O)NC3=NC=C(C=C3)F)=C1 |r| 2-{2-ethyl-5,8-dioxo-6-[(±)-pyrrolidin-2-ylmethyl]-5,6,7,8-tetrahydro-4H-pyrazolo[1,5-a]pyrrolo[3,4-d]pyrimidin-4-yl}-N-(5-fluoropyridin-2-yl)acetamide hydrochloride